2-[1-methyl-4-[6-[5-(6-methyl-2-pyridyl)-1H-imidazol-4-yl]-3-quinolyl]piperazin-2-yl]acetic acid CN1C(CN(CC1)C=1C=NC2=CC=C(C=C2C1)C=1N=CNC1C1=NC(=CC=C1)C)CC(=O)O